C1(CC1)NC(C1=C(C=CC(=C1)F)SC1=CC=C2C(=NN(C2=C1)C1OCCCC1)I)=O N-cyclopropyl-5-Fluoro-2-(3-iodo-1-tetrahydropyran-2-yl-indazol-6-yl)sulfanylbenzamide